8-(1-Benzyl-1H-pyrazol-4-yl)-1-propyl-2-(3-trifluoromethyl-benzylamino)-1,7-dihydro-purin-6-one C(C1=CC=CC=C1)N1N=CC(=C1)C1=NC=2N=C(N(C(C2N1)=O)CCC)NCC1=CC(=CC=C1)C(F)(F)F